CC(C(C(NC)=O)NC(=O)C=1C=2C[C@@H]3[C@H](C2N(N1)C1=NC=CN=C1)C3)(C)C (1aR,5aR)-2-Pyrazin-2-yl-1a,2,5,5a-tetrahydro-1H-2,3-diaza-cyclopropa[a]pentalene-4-carboxylic acid [2,2-dimethyl-1-((S)-methylcarbamoyl)-propyl]-amide